sodium phenylphosphonic acid C1(=CC=CC=C1)P(O)(O)=O.[Na]